Methyl (2S)-2-[[(3S)-2-[(E)-3-(4-chloro-2-fluoro-phenyl) prop-2-enoyl] hexahydropyridazine-3-carbonyl] amino]-3-[(3S)-2-oxopyrrolidin-3-yl]propanoate ClC1=CC(=C(C=C1)/C=C/C(=O)N1NCCC[C@H]1C(=O)N[C@H](C(=O)OC)C[C@H]1C(NCC1)=O)F